COCCN(C=1N=C(C=2N=C(N=C(C2N1)N1CC(N(CC1)C)=O)N(CCCS(=O)(=O)C)CCOC)N1CCC(CC1)OC)CCOC 4-(6-(bis(2-methoxyethyl)amino)-2-((2-methoxyethyl)(3-(methylsulfonyl)propyl)amino)-8-(4-methoxypiperidin-1-yl)pyrimido[5,4-d]pyrimidin-4-yl)-1-methylpiperazin-2-one